ClC=1C(=C(C=C(C1CO)F)O)F 3-chloro-2,5-difluoro-4-(hydroxymethyl)phenol